C(C)(C)(C)OC(=O)N1CCC(CC1)(C(=O)O)C=C 1-[(tert-Butoxy)carbonyl]-4-vinylpiperidine-4-carboxylic acid